ethane-1,2-diyl bis(4-azido-2,3,5,6-tetrafluoro fluorobenzoate) N(=[N+]=[N-])C1=C(C(C(C(=O)OCCOC(C2(C(C(=C(C(=C2F)F)N=[N+]=[N-])F)F)F)=O)(C(=C1F)F)F)F)F